C1(CC1)C1CC(CO1)NC(=O)C1=NC(=CC=C1OC)NC1=CC(=CC(=C1)F)F N-(5-cyclopropyltetrahydro-furan-3-yl)-6-(3,5-difluoroanilino)-3-methoxy-pyridine-2-carboxamide